N=1N(N=C2C1C=CC=C2)C2=C(C(=CC(=C2)C)COCC(CCCC)CC)O 2-(2H-benzotriazol-2-yl)-6-[(2-ethylhexyl-oxy)methyl]-4-methylphenol